NC1=CC(C(NC1=NC=1C(=NN2C1C=CC=C2)OCCCN(C)C)=NC=2C(=NN1C2C=CC=C1)OCCCN(C)C)=N N,N'-(5-Amino-3-iminopyridin-2,6(1H,3H)-diyliden)bis{2-[3-(dimethylamino)propoxy]pyrazolo[1,5-a]pyridin-3-amin}